S1C=NC2=C1C=CC=C2 benzo[d]-thiazole